2-(2,4-Dimethoxypyrimidin-5-yl)-5-fluoropyrrolo[1,2-b]pyridazin-4-yltrifluoromethanesulfonic acid COC1=NC=C(C(=N1)OC)C=1C=C(C=2N(N1)C=CC2F)OS(=O)(=O)C(F)(F)F